tert-butyl ((1r,3r)-3-((6-(1-(4-((2-cyanopyrimidin-5-yl)oxy)phenyl)ethyl)pyridine-3-yl)oxy)cyclobutyl)carbamate C(#N)C1=NC=C(C=N1)OC1=CC=C(C=C1)[C@@H](C)C1=CC=C(C=N1)OC1CC(C1)NC(OC(C)(C)C)=O